3,3,4,4,4-pentafluorobutyl α-fluoroacrylate FC(C(=O)OCCC(C(F)(F)F)(F)F)=C